O1C=CC=2C(=NC=CC21)C2=CC=C(C(=O)NCC1COCC1)C=C2 4-(furo[3,2-c]pyridin-4-yl)-N-[(tetrahydrofuran-3-yl)methyl]benzamide